C(#N)C1=NC=CC(=N1)C1(CCCCC1)NC(NC1=CC=C(C=C1)C1=CC=C(C=C1)NC(C)=O)=O N-(4'-(3-(1-(2-cyanopyrimidin-4-yl)cyclohexyl)ureido)-[1,1'-biphenyl]-4-yl)acetamide